Cl.O[C@@](C([N+](C([2H])([2H])[2H])(C)C)([2H])[2H])(CC([O-])=O)[2H] [2H3]-L-carnitine-d3 hydrochloride